FC1=C2C=C(N=NC2=CC(=C1)C=1C=C(C=2N(N1)C=C(N2)C)OCCN2N=CC=C2)C2CCNCC2 5-fluoro-7-{2-methyl-8-[2-(1H-pyrazol-1-yl)ethoxy]imidazo[1,2-b]pyridazin-6-yl}-3-(piperidin-4-yl)cinnoline